C(C)(=O)N1CCC(=CC1)C1=NN2C(N(C(=C(C2=O)N2CCN(CC2)C(=O)C=2C(=C3C(=CN2)OCC3)O)CC)CC(=O)O)=N1 [2-(1-acetyl-3,6-dihydro-2H-pyridin-4-yl)-5-ethyl-6-(4-{4-hydroxy-2H,3H-furo[2,3-c]pyridine-5-carbonyl}piperazin-1-yl)-7-oxo-[1,2,4]triazolo[1,5-a]pyrimidin-4-yl]acetic acid